C(C1=CC=CC=C1)OC1=NC(=CC=C1C1=NN(C2=CC(=CC=C12)N1C[C@H](CC1)C(=O)OC)C)OCC1=CC=CC=C1 methyl (S)-1-(3-(2,6-bis(benzyloxy)pyridin-3-yl)-1-methyl-1H-indazol-6-yl)pyrrolidine-3-carboxylate